tert-butyl 6-[8-(1,3-benzothiazol-2-ylcarbamoyl)-3,4-dihydro-1H-isoquinolin-2-yl]-3-[4-[3-[[1-(2-ethoxy-2-oxo-ethyl)-4-piperidyl]oxy]propyl]-2-methyl-phenyl]pyridine-2-carboxylate S1C(=NC2=C1C=CC=C2)NC(=O)C=2C=CC=C1CCN(CC21)C2=CC=C(C(=N2)C(=O)OC(C)(C)C)C2=C(C=C(C=C2)CCCOC2CCN(CC2)CC(=O)OCC)C